Lithium Neodecanoate C(CCCCCC(C)(C)C)(=O)[O-].[Li+]